CP(=O)(C)C1=C(C=CC=2C3=C(NC12)CCCC1=C3N=C(N=C1)N[C@@H]1CNCCC1)C#N (S)-9-(dimethylphosphoryl)-2-(piperidin-3-ylamino)-5,6,7,8-tetrahydropyrimido[4',5':3,4]cyclohepta[1,2-b]indole-10-carbonitrile